7-chloro-N-((S)-1-(((S)-1-cyano-2-((S)-2-oxopiperidin-3-yl)ethyl)amino)-3-cyclopropyl-1-oxopropan-2-yl)-N-methyl-1H-indole-2-carboxamide ClC=1C=CC=C2C=C(NC12)C(=O)N(C)[C@H](C(=O)N[C@@H](C[C@H]1C(NCCC1)=O)C#N)CC1CC1